ClC1=CC2=C(N=C(S2)C23CC(C2)(C3)NC(=O)C=3N(N=C(C3)C(C)S(=O)(=O)C)COCCC(C)(C)C)C=C1 N-[1-(6-chloro-1,3-benzothiazol-2-yl)-3-bicyclo[1.1.1]pentanyl]-2-(3,3-dimethylbutoxymethyl)-5-(1-methylsulfonylethyl)pyrazole-3-carboxamide